NC(C)(C)C1=CN=CC(=N1)NS(=O)(=O)C1CC1 N-(6-(2-aminoprop-2-yl)pyrazin-2-yl)cyclopropanesulfonamide